racemic-N-[1-[5-amino-2-(5-chloro-2-pyridinyl)-1,2,4-triazol-3-yl]ethyl]-3-chloro-5-(trifluoromethyl)benzamide NC=1N=C(N(N1)C1=NC=C(C=C1)Cl)[C@@H](C)NC(C1=CC(=CC(=C1)C(F)(F)F)Cl)=O |r|